hepta-1,6-diyne C#CCCCC#C